(2R)-2-(2-chlorophenyl)-1-{2-[1-(2-fluoroethyl)-5-methylpyrazol-4-ylsulfonyl]-4H,6H-pyrrolo[3,4-c]pyrazol-5-yl}-3-hydroxypropan-1-one ClC1=C(C=CC=C1)[C@@H](C(=O)N1CC2=NN(C=C2C1)S(=O)(=O)C=1C=NN(C1C)CCF)CO